2-(((2s,4r)-1-(5,6-diphenylpyrazin-2-yl)-2-methylpiperidin-4-yl)oxy)acetic acid C1(=CC=CC=C1)C=1N=CC(=NC1C1=CC=CC=C1)N1[C@H](C[C@@H](CC1)OCC(=O)O)C